4-(4-amino-6-(4-methacrylamidophenyl)-7-methyl-7H-pyrrolo[2,3-d]pyrimidin-5-yl)-N-((1-fluorocyclobutyl)methyl)-2-methoxybenzamide NC=1C2=C(N=CN1)N(C(=C2C2=CC(=C(C(=O)NCC1(CCC1)F)C=C2)OC)C2=CC=C(C=C2)NC(C(=C)C)=O)C